BrC=1C=2C3=C(NC2C(=C(C1)Cl)F)CCNC(C3)=O 10-Bromo-8-chloro-7-fluoro-3,4,5,6-tetrahydroazepino[4,5-b]indol-2(1H)-one